ClC=1N(N=C2N=CC=CC21)C2=NC(=CC=C2)C 3-chloro-2-(6-methylpyridin-2-yl)-2H-pyrazolo[3,4-b]pyridine